4,8-Bis(1-aziridinyl)-N2,N2,N4,N6,N6,N8-hexamethyl-1,3,5,7,2λ5,4λ5,6λ5,8λ5-tetrazatetraphosphocine-2,2,4,6,6,8-hexamine N1(CC1)P1(=NP(=NP(=NP(=N1)(NC)NC)(NC)N1CC1)(NC)NC)NC